CC([NH3+])(C)C N-trimethylmethan-1-ylammonium